COC(=O)C=1C=C(C=CC1C(=O)OC)B(O)O (3,4-bis(methoxycarbonyl)phenyl)boronic acid